C(C=CCCC)(=O)O 19Z-hexaenoic acid